N-methylisoindolin-4-amine hydrochloride Cl.CNC=1C=2CNCC2C=CC1